FC1=C(C=CC=C1)C(C#N)C(C1=CC=CC=C1)=O 2-(2-fluorophenyl)-3-oxo-3-phenylpropanenitrile